ClC1=NC=C(C(=C1)N[C@H](CCO)C)C#CC=1C=NN(C1)C(F)F (S)-3-((2-Chloro-5-((1-(difluoromethyl)-1H-pyrazol-4-yl)ethynyl)pyridin-4-yl)amino)butan-1-ol